1-(4-Bromobutyl)piperidine BrCCCCN1CCCCC1